2-(2-acetamido-3-methoxypyridin-4-yl)-2-oxoethyl (3S,8aS)-7-(3-chloro-2-fluoro-6-(1H-tetrazol-1-yl)phenyl)-5-oxo-1,2,3,5,8,8a-hexahydroindolizine-3-carboxylate ClC=1C(=C(C(=CC1)N1N=NN=C1)C1=CC(N2[C@@H](CC[C@H]2C1)C(=O)OCC(=O)C1=C(C(=NC=C1)NC(C)=O)OC)=O)F